ClC1=C(C2=C(N(CCN(C2)CC2=CC=C(C=C2)OC)[C@H]2[C@@H](CCCC2)O)N=N1)C (1R,2R)-2-{3-chloro-6-[(4-methoxyphenyl)methyl]-4-methyl-5,6,7,8-tetrahydro-9H-pyridazino[3,4-e][1,4]diazepin-9-yl}cyclohexan-1-ol